C(C1=CC=CC=C1)N([C@@H](C)C(=O)O)P(=O)(OC1=C(C(=CC(=C1)CCCCC)O)[C@H]1[C@@H](CCC(=C1)C)C(=C)C)C(=O)OCC Benzyl((ethoxycarbonyl)(((1'R,2'R)-6-hydroxy-5'-methyl-4-pentyl-2'-(prop-1-en-2-yl)-1',2',3',4'-Tetrahydro-[1,1'-biphenyl]-2-yl)oxy)phosphoryl)-L-alanine